5-(3-(3-Carboxy-4-hydroxyphenylaminocarbonyl)-2,5-dihydroxybenzamido)-2-hydroxybenzoic acid C(=O)(O)C=1C=C(C=CC1O)NC(=O)C=1C(=C(C(=O)NC=2C=CC(=C(C(=O)O)C2)O)C=C(C1)O)O